ClC1=CC=2N(C(=C1)C1=C(C(=O)N(C(C)C)CC)C=C(C=C1)F)C=NC2C 2-{7-Chloro-1-methylimidazo[1,5-a]pyridin-5-yl}-N-ethyl-5-fluoro-N-(isopropyl)benzamide